C1=CC=CC=2C3=CC=CC=C3C(C12)COC(=O)N[C@H](C(=O)O)CCC1(N=N1)CCC#C (S)-2-((((9H-fluoren-9-yl)methoxy)carbonyl)amino)-4-(3-(but-3-yn-1-yl)-3H-diazirin-3-yl)butanoic acid